C1N(CC12CNCCC2)C2=CC(=NC=N2)C2=CN=C1N2N=C(C=C1)C(F)F 3-(6-(2,6-diazaspiro[3.5]nonan-2-yl)pyrimidin-4-yl)-6-(difluoromethyl)imidazo[1,2-b]pyridazine